[N+](=O)([O-])C1=C(C=CC=C1)N1C(C2=CC=CC=C2C2=C1C=1C=CC=CC1C2=O)=O 6-(2-nitrophenyl)-5H-indeno[1,2-c]isoquinoline-5,11(6H)-dione